C(C)(C)(C)OC(=O)N1CC(C1)(C=CC1=NOC(=C1)C(F)(F)F)C#N 3-cyano-3-(2-(5-(trifluoromethyl)isoxazol-3-yl)vinyl)azetidine-1-carboxylic acid tert-butyl ester